FC(C(=O)O)(F)F.N1C(NC(C1)=O)=O imidazolidine-2,4-dione; compound with trifluoro-acetic acid